4-(2-(methylsulfonyl)ethoxy)aniline CS(=O)(=O)CCOC1=CC=C(N)C=C1